((2-(4-(2-((2-(bis(6-((2-butyloctanoyl)oxy)hexyl)amino) ethyl) (6-((2-butyloctanoyl)oxy)hexyl)amino)ethyl) piperazin-1-yl)ethyl)azanediyl)bis(hexane-6,1-diyl)bis(2-butyloctanoate) C(CCC)C(C(=O)OCCCCCCN(CCN(CCN1CCN(CC1)CCN(CCCCCCC(C(=O)[O-])(CCCCCC)CCCC)CCCCCCC(C(=O)[O-])(CCCCCC)CCCC)CCCCCCOC(C(CCCCCC)CCCC)=O)CCCCCCOC(C(CCCCCC)CCCC)=O)CCCCCC